BrC/C=C/C(=O)NC=1C(=C2C(=NC=NC2=CC1)NC1=C(C(=CC=C1)Cl)F)C (E)-4-bromo-N-(4-((3-chloro-2-fluorophenyl)amino)-5-methyl-quinazolin-6-yl)but-2-enamide